NCC12CC(C1)(C2)NC(=O)C2=CC1=C(OCCC3=C1SC=C3)C=C2C=2C(=NC(=CC2)C(NCCC)=O)C(=O)O 3-(9-((3-(aminomethyl)bicyclo[1.1.1]pentan-1-yl)carbamoyl)-4,5-dihydrobenzo[b]thieno[2,3-d]oxepin-8-yl)-6-(propylcarbamoyl)picolinic acid